1-(4-cyano-3-(trifluoromethyl)phenyl)-N-(5-(2-hydroxyethoxy)pyridin-2-yl)piperidine-4-carboxamide C(#N)C1=C(C=C(C=C1)N1CCC(CC1)C(=O)NC1=NC=C(C=C1)OCCO)C(F)(F)F